FC1CC(N(C1)C(=O)OC(C)(C)C)C1=CC(=CC=C1)F tert-butyl 4-fluoro-2-(3-fluorophenyl)pyrrolidine-1-carboxylate